FC(CN1CC(N(CC1)CC1=C2C=CNC2=C(C=C1OC)C)C1=NC(=C(C(=O)O)C=C1)O)F 6-(4-(2,2-difluoroethyl)-1-((5-methoxy-7-methyl-1H-indol-4-yl)methyl)piperazin-2-yl)-2-hydroxynicotinic acid